3-(2-chlorobenzyl)-6-(piperazin-1-yl)isobenzofuran-1(3H)-one hydrochloride Cl.ClC1=C(CC2OC(C3=CC(=CC=C23)N2CCNCC2)=O)C=CC=C1